(S)-3-(1'-((1-(4-chlorophenyl)-3-(trifluoromethyl)-1H-pyrazol-4-yl)methyl)-6-oxo-6,8-dihydro-2H,7H-spiro[furo[2,3-e]isoindol-3,4'-piperidin]-7-yl)piperidine-2,6-dione ClC1=CC=C(C=C1)N1N=C(C(=C1)CN1CCC2(CC1)COC1=C3CN(C(C3=CC=C12)=O)[C@@H]1C(NC(CC1)=O)=O)C(F)(F)F